C1(CCC1)CN(C(=O)OCC1=C(N=NN1C)C1=CC=C(C(=N1)C)OC[C@H]1C[C@H](CC1)C(=O)O)C |r| (±)-Cis-3-(((6-(5-((((cyclobutylmethyl)(methyl)carbamoyl)oxy)methyl)-1-methyl-1H-1,2,3-triazol-4-yl)-2-methylpyridin-3-yl)oxy)methyl)cyclopentane-1-carboxylic acid